alpha-(dimethylphenylsilyl)-4-methylbenzyl chloride C[Si](C(C1=CC=C(C=C1)C)Cl)(C1=CC=CC=C1)C